(2-hydroxypropyl)-methacrylic acid OC(CC=C(C(=O)O)C)C